(R)-(4-(1-(4-(methylsulfonyl)piperazin-1-yl)ethyl)phenyl)methanol CS(=O)(=O)N1CCN(CC1)[C@H](C)C1=CC=C(C=C1)CO